N1(CCNCC1)CC1CC(C1)OCC(=O)OC(C)(C)C tert-butyl 2-[3-(piperazin-1-ylmethyl)cyclobutoxy]acetate